FC1=C(C(=C(C=C1OC)OC)F)N1C(N(C2=C(C1)C=NC(=C2)C=2C(=NN(C2)C)C)CC2=CC=C(C=C2)F)=O 3-(2,6-difluoro-3,5-dimethoxyphenyl)-7-(1,3-dimethyl-1H-pyrazol-4-yl)-1-(4-fluorobenzyl)-3,4-dihydropyrido[4,3-d]pyrimidin-2(1H)-one